ClC=1C(=C(C=CC1)NC1=NC=NC2=CC(=C(C=C12)NC(C=C)=O)C#CC1(CN(CCO1)C)C)F N-(4-((3-chloro-2-fluorophenyl)amino)-7-((2,4-dimethylmorpholin-2-yl)ethynyl)quinazolin-6-yl)acrylamide